3,7-dimethyl-2,6-nonadien-1-nitrile CC(=CC#N)CCC=C(CC)C